1-(2-((2-((3-chloro-2-fluorobenzyl)amino)-2-oxoethyl)((trans)-3-methoxycyclobutyl)amino)-2-oxoethyl)-1H-indazole-3-carboxamide ClC=1C(=C(CNC(CN(C(CN2N=C(C3=CC=CC=C23)C(=O)N)=O)[C@@H]2C[C@H](C2)OC)=O)C=CC1)F